O-(((2R,3S,5R)-3-((tert-butyldiphenylsilyl)oxy)-5-(6-(((E)-1-methylpyrrolidin-2-ylidene)amino)-9H-purin-9-yl)tetrahydrofuran-2-yl)methyl) S-hydrogen (S)-dimethylphosphoramidothioate CN([P@](OC[C@H]1O[C@H](C[C@@H]1O[Si](C1=CC=CC=C1)(C1=CC=CC=C1)C(C)(C)C)N1C2=NC=NC(=C2N=C1)/N=C\1/N(CCC1)C)(S)=O)C